COC(C1=CC=C(C=C1)NC(C(CCOC)N1C(C=C(C(=C1)OC)C1=C(C=CC(=C1)Cl)C1=CC(=NO1)C)=O)=O)=O 4-[(2-{4-[5-chloro-2-(3-methyl-1,2-oxazol-5-yl)phenyl]-5-methoxy-2-oxopyridin-1(2H)-yl}-4-methoxybutyryl)amino]benzoic acid methyl ester